ClC=1SC(=C(N1)Cl)C=O 2,4-dichlorothiazole-5-carbaldehyde